(3S)-1-(4-amino-8-(3-hydroxy-2,6-dimethylphenyl)pyrido[3,4-d]pyrimidin-6-yl)pyrrolidin-3-ol NC=1C2=C(N=CN1)C(=NC(=C2)N2C[C@H](CC2)O)C2=C(C(=CC=C2C)O)C